2-methoxy-5-[[2-[(5S)-5-methyl-2-[2-(1-methyl-4-piperidyl)-1,3-benzothiazol-5-yl]-1-piperidyl]-2-oxo-acetyl]amino]pyridine-3-carboxamide COC1=NC=C(C=C1C(=O)N)NC(C(=O)N1C(CC[C@@H](C1)C)C=1C=CC2=C(N=C(S2)C2CCN(CC2)C)C1)=O